OC1CCC=2C(=CC=CC12)C(=O)NC=1C=NC(=C(C1)C=1C=NC2=CC(=NC=C2C1)NC)C 1-hydroxy-N-(6-methyl-5-(7-(methylamino)-1,6-naphthyridin-3-yl)pyridin-3-yl)-2,3-dihydro-1H-indene-4-carboxamide